CC=1C=C(CCNC=2N=C(C3=C(N2)C=C(C=N3)CC=3C=NC=CC3)N3CCOCC3)C=CC1 N-(3-methylphenethyl)-4-morpholino-7-(pyridin-3-ylmethyl)pyrido[3,2-d]pyrimidin-2-amine